(4-(3-amino-1H-indazol-5-yl)pyridine-2-yl)-3-(2-isopropylphenyl)urea NC1=NNC2=CC=C(C=C12)C1=CC(=NC=C1)NC(=O)NC1=C(C=CC=C1)C(C)C